ClC1=C(SC=C1)Cl Dichlorothiofuran